5-(4,4-difluoropiperidin-1-yl)-N-(piperidin-4-yl)-2,6-naphthyridin-3-amine FC1(CCN(CC1)C1=C2C=C(N=CC2=CC=N1)NC1CCNCC1)F